1-methyl-5-(4,4,5,5-tetramethyl-1,3,2-dioxaborolan-2-yl)imidazole CN1C=NC=C1B1OC(C(O1)(C)C)(C)C